(+/-)-(1S,2S)-N-[(5-{4-[(1-methylpiperidin-4-yl)amino]-1-(2,2,2-trifluoroethyl)-1H-indol-2-yl}-1,3,4-thiadiazol-2-yl)methyl]-2-phenylcyclopropane-1-carboxamide CN1CCC(CC1)NC1=C2C=C(N(C2=CC=C1)CC(F)(F)F)C1=NN=C(S1)CNC(=O)[C@@H]1[C@H](C1)C1=CC=CC=C1 |r|